O[C@@H]1C[C@H](N(C1)C(=O)OC(C)(C)C)COS(=O)(=O)C1=CC=C(C=C1)C tert-Butyl (2S,4R)-4-hydroxy-2-(p-tolylsulfonyloxymethyl)pyrrolidine-1-carboxylate